C(=O)(OC(C)(C)C)N1[C@H](CC(C1)CC1=CC=C(C=C1)OC)C(=O)O boc-(R)-γ-(4-methoxybenzyl)-L-proline